6'-bromo-4'-fluorospiro[cyclopropane-1,3'-indolin]-2'-one BrC1=CC(=C2C3(C(NC2=C1)=O)CC3)F